2-(4,5-diphenyloxazol-2-yl)sulfanyl-N-methyl-butanamide C1(=CC=CC=C1)C=1N=C(OC1C1=CC=CC=C1)SC(C(=O)NC)CC